C(C)(C)(C)OOC1(OC(=O)C2=CC=CC=C12)C1=CC=C(C=C1)Cl 3-t-butylperoxy-3-(p-chlorophenyl)phthalide